NC1=CC=CC(=N1)C1=C2C=CC(=NC2=CC=C1)C(=O)NS(=O)(=O)C1=C(C=CC(=C1)C1(CCOCC1)C)OC 5-(6-aminopyridin-2-yl)-N-((2-methoxy-5-(4-methyltetrahydro-2H-pyran-4-yl)phenyl)sulfonyl)quinoline-2-carboxamide